2-chloro-5-nitro-4-(2-vinylpiperidin-1-yl)benzonitrile ClC1=C(C#N)C=C(C(=C1)N1C(CCCC1)C=C)[N+](=O)[O-]